L-ornithin hydrochloride Cl.N[C@@H](CCCN)C(=O)O